BrC1=CNC2=NC=CC(=C21)C2=CC(=C(CNC(OC(C)(C)C)=O)C=C2)C(C)C tert-butyl (4-(3-bromo-1H-pyrrolo[2,3-b]pyridin-4-yl)-2-isopropylbenzyl)carbamate